8a-(hydroxymethyl)-2-methyl-hexahydropyrrolo[1,2-a]pyrazin-1(2H)-one OCC12N(CCN(C1=O)C)CCC2